BrC1=C(C=2NC(C(=CC2S1)C(=O)OCC)=O)C ethyl 2-bromo-3-methyl-5-oxo-4,5-dihydrothieno[3,2-b]pyridine-6-carboxylate